N-{2-chloro-6-[4-(propan-2-yl)piperazin-1-yl]phenyl}-4-(5-cyclopropyl-1,2,4-oxadiazol-3-yl)-4-fluoropiperidine-1-carboxamide ClC1=C(C(=CC=C1)N1CCN(CC1)C(C)C)NC(=O)N1CCC(CC1)(F)C1=NOC(=N1)C1CC1